(S)-2-Methyl-5-((1-(methyl-d3)azetidin-2-yl)methoxy)-N-(1-(7-(2-methyloxazol-5-yl)quinolin-5-yl)cyclopropyl)benzamide CC1=C(C(=O)NC2(CC2)C2=C3C=CC=NC3=CC(=C2)C2=CN=C(O2)C)C=C(C=C1)OC[C@H]1N(CC1)C([2H])([2H])[2H]